((7-(trifluoromethyl)quinolin-4-yl)oxy)acetic acid FC(C1=CC=C2C(=CC=NC2=C1)OCC(=O)O)(F)F